C(#N)C=1C=C2CC(CC2=CC1)NC(OC(C)(C)C)=O tert-butyl (5-cyano-2,3-dihydro-1H-inden-2-yl)carbamate